[I-].CN(C=1C=CC2=CC3=CC=C(C=C3[NH+]=C2C1)N(C)C)C.CN(C=1C=CC2=CC3=CC=C(C=C3[NH+]=C2C1)N(C)C)C.[I-] bis(3,6-bis(dimethylamino)acridin-10-ium) iodide